C(C=C)[Si](C1=CC=CC2=CC3=CC=CC=C3C=C12)(C)CC=C diallyl-methyl-anthracenyl-silane